IC1=CN=C(C2=C1N=CN=C2)O 8-iodopyrido[4,3-d]pyrimidin-5-ol